C1(=C2C(=CC=C1)O2)C2=C1C(=CC=C2)O1 epoxy-biphenyl